4-Butyl-morpholine C(CCC)N1CCOCC1